3-(4-Nitrophenoxy)thietane 1,1-dioxide [N+](=O)([O-])C1=CC=C(OC2CS(C2)(=O)=O)C=C1